ClC(C(OCC1=CC=C(C=C1)OC)=N)(Cl)Cl 4-methoxybenzyl 2,2,2-trichloroacetoimidate